7-Hydroxy-4-phenyl-10-thia-2,4-diazatricyclo[7.3.0.03,7]dodeca-1(9),2,11-trien-8-on OC12CCN(C1=NC=1C=CSC1C2=O)C2=CC=CC=C2